CC1=C(C(CC=C1)(C)C)CC1OCC(CO1)=O 2-[(2,6,6-trimethylcyclohexa-1,3-dien-1-yl)methyl]-1,3-dioxan-5-one